methyl 2-(2-chloropyrimidin-4-yl)-1-benzofuran-6-carboxylate ClC1=NC=CC(=N1)C=1OC2=C(C1)C=CC(=C2)C(=O)OC